NC=1C2=C(N=CN1)N(C1=C2C=2C(C(CC1)=O)=C(ON2)C2CC2)C(CF)CF 11-amino-3-cyclopropyl-7-(1,3-difluoropropan-2-yl)-6,7-dihydroisoxazolo[4'',3'':6',7']cyclohepta[1',2':4,5]pyrrolo[2,3-d]pyrimidin-4(5H)-one